4-(3-bromophenyl)-1-trityl-1H-pyrazole BrC=1C=C(C=CC1)C=1C=NN(C1)C(C1=CC=CC=C1)(C1=CC=CC=C1)C1=CC=CC=C1